FC1=CC=2C3=C(N(C2C=C1CNC1CCOCC1)C)C(N(N=C3)CC3=NC(=CC=C3)C)=O 8-fluoro-5-methyl-3-((6-methylpyridin-2-yl)methyl)-7-(((tetrahydro-2H-pyran-4-yl)amino)methyl)-3,5-dihydro-4H-pyridazino[4,5-b]indol-4-one